C(C=C)(=O)O.C(C=C)(=O)O.C1(CCCCCCCCC1)O.C1(CCCCCCCCC1)O.C1(CCCCCCCCC1)O tricyclodecanol diacrylate